Cl.BrC1=C(C=C(C=C1OCC)[C@@H](C)NCCCCC1=CC=CC=C1)OCC N-[(1R)-1-(4-bromo-3,5-diethoxyphenyl)ethyl]-4-phenylbutane-1-amine hydrochloride